N-t-butoxycarbonyl-3-hydroxy-L-valine C(C)(C)(C)OC(=O)N[C@@H](C(C)(C)O)C(=O)O